BrC=1C=CC=C2C=C(C=NC12)C(F)(F)F 8-bromo-3-trifluoromethylquinoline